(R)-N-((S)-1'-(8-bromoimidazo[1,2-c]pyrimidin-5-yl)-5,7-dihydrospiro[cyclopenta[b]pyridin-6,4'-piperidin]-5-yl)-2-methylpropane-2-sulfinamide BrC=1C=2N(C(=NC1)N1CCC3(CC1)[C@@H](C=1C(=NC=CC1)C3)N[S@](=O)C(C)(C)C)C=CN2